1,4-ditolyl-1,3-butadiene C1(=C(C=CC=C1)C=CC=CC1=C(C=CC=C1)C)C